N-(5-bromo-1-methyl-1H-1,3-benzodiazol-2-yl)acetamide BrC1=CC2=C(N(C(=N2)NC(C)=O)C)C=C1